N-(4-(difluoromethoxy)phenyl)-2-(piperidin-1-ylsulfonyl)benzamide FC(OC1=CC=C(C=C1)NC(C1=C(C=CC=C1)S(=O)(=O)N1CCCCC1)=O)F